7-hydroxycarbonyl-3H-naphtho[2,1-b]pyrane OC(=O)C1=C2C=CC=3OCC=CC3C2=CC=C1